4-((S)-2-hydroxy-1-(((R)-((S)-7-(1-methyl-1H-pyrazol-4-yl)-2,3-dihydro-1H-pyrido[2,3-b][1,4]oxazin-3-yl)(phenyl)methyl)amino)propan-2-yl)benzonitrile bis(2,2,2-trifluoroacetate) FC(C(=O)O)(F)F.FC(C(=O)O)(F)F.O[C@@](CN[C@H](C1=CC=CC=C1)[C@@H]1CNC2=C(O1)N=CC(=C2)C=2C=NN(C2)C)(C)C2=CC=C(C#N)C=C2